C(N)(=N)C1=CC=C(C=C1)CSC1=C(C(=NN1C(=O)C=1C(=C(C(=O)O)C=CC1)Cl)C1CN(CC1)C(=O)N1CCOCC1)F 3-(5-{[(4-carbamimidoylphenyl)methyl]sulfanyl}-4-fluoro-3-[1-(morpholine-4-carbonyl)pyrrolidin-3-yl]-1H-pyrazole-1-carbonyl)-2-chlorobenzoic acid